NC=1C(=C(C=CC1)SC1=CN=CC(N1N1CCC(CC1)(C)CN)=O)Cl 6-((3-amino-2-chlorophenyl)thio)-(4-(aminomethyl)-4-methylpiperidin-1-yl)pyrazin-2(1H)-one